N1=CC=C(C=C1)C1=C(C=CC=C1)O pyridin-4-ylphenol